C(C1=CC=CC=C1)[C@@](CC(C)C)(C)NC(=O)C=1C=NC2=C(C=CC=C2C1)F N-[(1S)-1-benzyl-1,3-dimethyl-butyl]8-fluoro-quinoline-3-carboxamide